(S)-2-(3-(hydroxy(4-methyl-4H-1,2,4-triazol-3-yl)(phenyl)methyl)phenyl)-6-(((1-methylcyclobutyl)amino)methyl)-4-(trifluoro-methyl)isoindolin-1-one O[C@](C=1C=C(C=CC1)N1C(C2=CC(=CC(=C2C1)C(F)(F)F)CNC1(CCC1)C)=O)(C1=CC=CC=C1)C1=NN=CN1C